C(#N)C=1C=C2C(=CC=NC2=CC1)C1=CC=C(S1)SC(C(=O)O)(C)C 2-(5-(6-cyanoquinolin-4-yl)thiophen-2-ylsulfanyl)-2-methylpropionic acid